10,10-dimethyl-4-(2-methyl-2-phenylpropanoyl)-9-oxo-1-oxa-4-azaspiro[5.5]undec-7-ene-8-carbonitrile CC1(C(C(=CC2(CN(CCO2)C(C(C)(C2=CC=CC=C2)C)=O)C1)C#N)=O)C